N-(3-methoxybenzyl)benzo[d]isothiazol-3-amine COC=1C=C(CNC2=NSC3=C2C=CC=C3)C=CC1